COC1O[C@@H]([C@@H]2[C@H]1OC(O2)(CCCCCCCC\C=C/C\C=C/CCCCC)CCCCCCCC\C=C/C\C=C/CCCCC)CN(C)C 1-((3aR,4R,6aR)-6-methoxy-2,2-di((9Z,12Z)-octadeca-9,12-dien-1-yl)tetrahydrofurano[3,4-d][1,3]dioxol-4-yl)-N,N-dimethylmethylamine